C(C)(C)(C)OC(=O)N1CC(C(CC1)N)(C(=O)O)C 3-methyl-4-amino-5,6-dihydro-2H-pyridine-1,3-dicarboxylic acid 1-tert-butyl ester